cyclohexane-1,4-diamine tetrahydrochloride Cl.Cl.Cl.Cl.C1(CCC(CC1)N)N